(S)-3-(5-bromo-3-((2-(2-ethoxy-2-oxo-ethyl)-3-methylphenoxy)methyl)-1H-indazol-1-yl)pyrrolidine-1-carboxylic acid tert-butyl ester C(C)(C)(C)OC(=O)N1C[C@H](CC1)N1N=C(C2=CC(=CC=C12)Br)COC1=C(C(=CC=C1)C)CC(=O)OCC